C(C1=CC=CC=C1)OC(CC[C@H](N)C(=O)O)=O L-glutamic acid 5-benzyl ester